C(C(O)C)(=O)OCCC normal propyl lactate